FC=1C=C(C=C(C1)F)NCC=1C=C(C=C2C(C=C(OC12)N1CCOCC1)=O)N1CCOCC1 8-(((3,5-difluorophenyl)amino)methyl)-2,6-dimorpholino-4H-chromen-4-one